1-bromo-3'-chloro-4-tert-butylbiphenyl BrC1(CC=C(C=C1)C(C)(C)C)C1=CC(=CC=C1)Cl